C(=C)[Si](C=C[SiH](C=CC)C=C[Si](C=C)(C=C)C)(C)C=C bis[2-(divinyl-methylsilyl)ethenyl]methylvinylsilane